C(C1=CC=CC=C1)(=O)NCC1=NOC(C1)(C(=O)N[C@@H](C(C)C)B(O)O)CC1=CC=CC=C1 ((1R)-1-(3-(benzamidomethyl)-5-benzyl-4,5-dihydroisoxazole-5-carboxamido)-2-methylpropyl)boronic acid